BrCCOCCOCCOCCOCCSC1=C2CNC(C2=CC=C1)=O 4-(2-(2-(2-(2-(2-bromoethoxy)ethoxy)ethoxy)ethoxy)ethylthio)-1-oxoisoindolin